COC(=O)[C@H]1N(CC[C@@H]1O)C(=O)OC(C)(C)C (2S,3S)-3-hydroxypyrrolidine-1,2-dicarboxylic acid 1-tert-butyl 2-methyl ester